N1(CCCCC1)C1CCN(CC1)C1=C(C=NC2=CC=C(C=C12)SC)S(=O)(=O)C1=CC(=C(C=C1)OC)OC 4-([1,4'-bipiperidin]-1'-yl)-3-((3,4-dimethoxyphenyl)sulfonyl)-6-(methylthio)quinoline